3,5-di-tert-butyl-4-hydroxybenzyl-s-triazine-2,4,6(1H,3H,5H)trione C(C)(C)(C)C=1C=C(CN2C(NC(NC2=O)=O)=O)C=C(C1O)C(C)(C)C